BrC=1C(=C(C=CC1)NC1=NC=NC2=CC=C(C=C12)C(=O)NCCCNC=1C2=CC=CC=C2N=C2CCCCC12)F 4-((3-bromo-2-fluorophenyl)amino)-N-(3-((1,2,3,4-tetrahydroacridin-9-yl)amino)propyl)quinazolin-6-carboxamide